NCCOC1=CC(=C(CN2C(N([C@H](C3=CC=C(C=C23)C(=O)NCC2=C(C=C(C=C2F)F)F)C)C)=O)C(=C1)F)Cl (S)-1-(4-(2-aminoethoxy)-2-chloro-6-fluorobenzyl)-3,4-dimethyl-2-oxo-N-(2,4,6-trifluorobenzyl)-1,2,3,4-tetrahydro-quinazoline-7-carboxamide